CC1=CC2=NC3=CC(=C(C=C3N=C2C=C1N)N)C 2,8-dimethyl-3,7-diaminophenazine